ClC1=C(C=C(C=C1)[N+](=O)[O-])NC(CC(C(F)(F)F)C)=O N-(2-chloro-5-nitrophenyl)-4,4,4-trifluoro-3-methylbutanamide